3-(5-cyano-6-methoxypyridin-3-yl)piperidine-1-carboxylic acid tert-butyl ester C(C)(C)(C)OC(=O)N1CC(CCC1)C=1C=NC(=C(C1)C#N)OC